ClCC1=C(C=C(C=N1)N1CCN(CC1)C(=O)OC(C)(C)C)OC tert-butyl 4-(6-(chloromethyl)-5-methoxypyridin-3-yl)piperazine-1-carboxylate